C(C)(C)(C)OC(=O)N(C1=CC2=C(C(N(N=C2C(C)C)CC(=O)OCC)=O)S1)C([2H])([2H])[2H] Ethyl 2-[2-[tert-butoxycarbonyl(trideuteriomethyl)amino]-4-isopropyl-7-oxo-thieno[2,3-d]pyridazin-6-yl]acetate